COC1=C(C=CC=C1)C1=C(C=NC(=C1)C)C(=O)NC1=NN=C(S1)OCC1=NC=CC(=C1)C(=O)OC methyl 2-(((5-(4-(2-methoxyphenyl)-6-methylpyridine-3-amido)-1,3,4-thiadiazol-2-yl)oxy)methyl)pyridine-4-carboxylate